O1CCN(CC1)C=1C2=C(N=C(N1)N/N=C/C=1C=C(C=CC1)C)N=C(O2)C2=CC=NC=C2 7-morpholino-N-[(E)-m-tolylmethyleneamino]-2-(4-pyridyl)oxazolo[4,5-d]pyrimidin-5-amine